ClC1=C(C2=C(N(C1=O)C)CN(C2)C(=O)OC(C)(C)C)C Tert-Butyl 3-chloro-1,4-dimethyl-2-oxo-1,2,5,7-tetrahydro-6H-pyrrolo[3,4-b]pyridine-6-carboxylate